[(9H-Fluoren-9-ylmethoxy)carbonyl]-N6-[(4-methylphenyl)diphenylmethyl]-L-lysine C1=CC=CC=2C3=CC=CC=C3C(C12)COC(=O)N[C@@H](CCCCNC(C1=CC=CC=C1)(C1=CC=CC=C1)C1=CC=C(C=C1)C)C(=O)O